ethanolamine sulfydryl-acetate SCC(=O)OCCN